6-(Cyclopropanecarboxamido)-4-((3-ethyl-5-methoxyimidazo[1,5-a]pyridin-6-yl)amino)nicotinic acid C1(CC1)C(=O)NC1=NC=C(C(=O)O)C(=C1)NC=1C=CC=2N(C1OC)C(=NC2)CC